C1(CC1)OC1CCC(CC1)N (1r,4r)-4-cyclopropyloxy-cyclohexylamine